C(SC(C(=O)N)C)(SCCCC)=S 2-amino-1-methyl-2-oxoethyl butyl trithiocarbonate